2-acetyl-3,3-dimethyl-norcamphene C(C)(=O)C1=C2CCC(C1(C)C)C2